tert-butyl ((1-isopropylazetidin-2-yl)methyl)carbamate C(C)(C)N1C(CC1)CNC(OC(C)(C)C)=O